[Cl-].[Cl-].[Cl-].COCCOC (1,2-dimethoxyethane) trichloride